FC=1C(=CC2=C(N=C(O2)NC2=NC3=C(N2C)C=CC(=C3)C(=O)NOCCO)C1)C(F)(F)F 2-((5-fluoro-6-(trifluoro-methyl)benzo[d]oxazol-2-yl)amino)-N-(2-hydroxyethoxy)-1-methyl-1H-benzo[d]-imidazole-5-carboxamide